N=1N(N=C2C1C=CC=C2)C2=CC(=CC=C2O)C 2-(2H-benzotriazol-2-yl)para-cresol